CN(C1=CC=C(C=C1)C1(OC(=O)C2=CC(=CC=C12)N(C)C)C1=CN(C=C1)C)C 3-(4-dimethylaminophenyl)-3-(1-methylpyrrole-3-yl)-6-dimethylaminophthalide